(6-Chlorochroman-3-yl)-[1-[2-(dimethylamino)ethyl]-6-(5-fluoro-1H-pyrazol-4-yl)indol-3-yl]methanone ClC=1C=C2CC(COC2=CC1)C(=O)C1=CN(C2=CC(=CC=C12)C=1C=NNC1F)CCN(C)C